(2S)-1-[(2S)-2-(tert-butoxycarbonylamino)-3,3-dimethyl-butanoyl]pyrrolidine-2-carboxylate C(C)(C)(C)OC(=O)N[C@H](C(=O)N1[C@@H](CCC1)C(=O)[O-])C(C)(C)C